ClC1=C2C(=C(NC2=CC=C1F)C(=O)N1CCN(CC1)C(=O)[C@H]1N(CC(C1)(F)F)C)F (S)-(4-chloro-3,5-difluoro-1H-indol-2-yl)(4-(4,4-difluoro-1-methylpyrrolidine-2-carbonyl)piperazin-1-yl)methanone